bis-pinacol boron [B].OC(C)(C)C(C)(C)O.OC(C)(C)C(C)(C)O